methyl (E)-3-(2-bromo-3-methyl-imidazol-4-yl)prop-2-enoate BrC1=NC=C(N1C)/C=C/C(=O)OC